[Si](OCC)(OCC)(OCC)[O-].[Si](OCC)(OCC)(OCC)[O-] hexaethyl diorthosilicate